(S)-4-fluoro-N-[1-(2-hydroxycarbamoyl-1-naphthalen-2-ylmethyl-ethyl)-1H-[1,2,3]triazol-4-ylmethyl]-benzamide FC1=CC=C(C(=O)NCC=2N=NN(C2)[C@H](CC(NO)=O)CC2=CC3=CC=CC=C3C=C2)C=C1